C(C1=CC=CC=C1)N1C(N(N=C1Cl)C1=CC=C(C=C1)OC=1C=NC=CC1)=O 4-Benzyl-5-chloro-2-(4-(pyridin-3-yloxy)phenyl)-2,4-dihydro-3H-1,2,4-triazol-3-one